Cl.ClC=1C(=C(C(=N)N)C(=CC1)C(F)(F)F)F 3-chloro-2-fluoro-6-(trifluoromethyl)benzamidine hydrochloride